C1(=CC=CC=C1)CCCN 3-Phenyl-1-propylamine